(E)-5-methoxy-4-trifluoromethyl-benzenepentanone COC=1C(=CC=C(C1)CCCC(C)=O)C(F)(F)F